1,3,5-trimethyl-2,6-diaminobenzene ethyl-5-(pyridin-2-yl)-2-((2-(trimethylsilyl)ethoxy)methyl)-2H-1,2,3-triazole-4-carboxylate C(C)OC(=O)C1=NN(N=C1C1=NC=CC=C1)COCC[Si](C)(C)C.CC1=C(C(=CC(=C1N)C)C)N